C1(CC1)C=1C=C(C(=NC1)F)C1=NC(=NC(=N1)C1=NC(=CC=C1)C(F)(F)F)NC1=CC(=NC=C1)C(F)(F)F 4-(5-cyclopropyl-2-fluoropyridin-3-yl)-6-(6-(trifluoromethyl)pyridin-2-yl)-N-(2-(trifluoromethyl)pyridin-4-yl)-1,3,5-triazin-2-amine